CN(C1=CC=C(C=C1)N)C N,N-dimethylbenzene-1,4-diamine